2-chloro-N-[[3,5-difluoro-4-[5-methoxy-3-(trifluoromethyl)pyrazol-1-yl]phenyl]methyl]-5-nitro-pyrimidin-4-amine ClC1=NC=C(C(=N1)NCC1=CC(=C(C(=C1)F)N1N=C(C=C1OC)C(F)(F)F)F)[N+](=O)[O-]